tricalcium phosphate P(=O)([O-])([O-])[O-].[Ca+2].[Ca+2].[Ca+2].P(=O)([O-])([O-])[O-]